C1=CC(=CC(=C1)O)CCC(=O)[O-] The molecule is a monocarboxylic acid anion that is the conjugate base of 3-(3-hydroxyphenyl)propanoic acid. It has a role as a human xenobiotic metabolite. It is a conjugate base of a 3-(3-hydroxyphenyl)propanoic acid.